FC([C@H]1[C@H]([C@H]([C@@H]([C@H](O1)CCP(O)(O)=O)O)O)O)(C1=CC=C(C=C1)NC(=O)NCCCCC#C)F (2-((2R,3S,4S,5S,6R)-6-(difluoro(4-(3-(hex-5-yn-1-yl)ureido)phenyl)methyl)-3,4,5-trihydroxytetrahydro-2H-pyran-2-yl)ethyl)phosphonic acid